FC=1C(=NC=CC1)CNC(=O)C=1N=C(OC1)CCNCCC1=NC2=C(N1)C=CC(=C2)C#CC2=CC=CC=C2 N-((3-fluoropyridin-2-yl)methyl)-2-(2-((2-(5-(phenylethynyl)-1H-benzo[d]imidazol-2-yl)ethyl)amino)ethyl)oxazole-4-carboxamide